5-(1-(2-(6-(Trifluoromethyl)imidazo[1,2-a]pyrazin-3-yl)pyrimidin-4-yl)piperidin-3-yl)thiazole FC(C=1N=CC=2N(C1)C(=CN2)C2=NC=CC(=N2)N2CC(CCC2)C2=CN=CS2)(F)F